N-(5-(2-Chloro-4-(trifluoromethyl)phenoxy)-2-methoxyphenyl)-5-oxopyrrolidine-2-carboxamide ClC1=C(OC=2C=CC(=C(C2)NC(=O)C2NC(CC2)=O)OC)C=CC(=C1)C(F)(F)F